OC=1C=C2C(NC(C2=CC1)=O)=O 5-hydroxy-isoindole-1,3-dione